bis(3,3,3-trifluoropropyl)ethoxysilane FC(CC[SiH](OCC)CCC(F)(F)F)(F)F